2-(2-aminothiazol-4-yl)-1-(7-(4-(trifluoromethyl)-phenoxy)-3,4-dihydroisoquinolin-2(1H)-yl)ethan-1-one NC=1SC=C(N1)CC(=O)N1CC2=CC(=CC=C2CC1)OC1=CC=C(C=C1)C(F)(F)F